O1COC2=C1C=CC(=C2)N(C(C2=CC(=CC=C2)N2N=C(C=C2C2=C(C=CC=C2)C(F)(F)F)C(F)(F)F)=O)C N-(1,3-benzodioxol-5-yl)-N-methyl-3-[3-(trifluoromethyl)-5-[2-(trifluoromethyl)phenyl]pyrazol-1-yl]benzamide